ethyl 4-{4-[(tert-butoxycarbonyl)amino]butanamido}-1-methylimidazole-2-carboxylate C(C)(C)(C)OC(=O)NCCCC(=O)NC=1N=C(N(C1)C)C(=O)OCC